6-(3-chloro-5-fluorophenoxy)-3-hydroxy-2,7-dimethyl-2,3-dihydrobenzo[d]isothiazole-1,1-dioxide ClC=1C=C(OC2=C(C3=C(C(N(S3(=O)=O)C)O)C=C2)C)C=C(C1)F